BrC1=C(CN2CC=3C(N(C=4N(C3CC2)CCN4)CC4=C(C=CC=C4)C)=O)C=CC=C1 7-(2-bromobenzyl)-4-(2-methylbenzyl)-1,2,6,7,8,9-hexahydroimidazo[1,2-a]pyrido[3,4-e]pyrimidin-5(4H)-one